3,5-dihydroxy-2,4-di-[(3''R-4'''S)-p-menthenyl]-trans-stilbene OC=1C(=C(C=C(C1C1C=C(CCC1C(C)C)C)O)\C=C\C1=CC=CC=C1)C1C=C(CCC1C(C)C)C